NC1CN(CCN1)C1=CC=C2N=C(C(=NC2=C1)C1=CC=C(C#N)C=C1)C1=CC=C(C=C1)C 4-(7-(3-Aminopiperazin-1-yl)-3-(4-methylphenyl)quinoxalin-2-yl)benzonitrile